N,N-bis(3,5-difluorophenyl)-N'-phenylbenzene-1,3-diamine FC=1C=C(C=C(C1)F)N(C1=CC(=CC=C1)NC1=CC=CC=C1)C1=CC(=CC(=C1)F)F